(2R,3S)-3-((6-fluoro-2-(2-methoxy-7-methylquinoxalin-5-yl)thiazolo[5,4-b]pyridin-5-yl)oxy)butan-2-yl (2-(((R)-1-hydroxypropan-2-yl)oxy)pyrimidin-5-yl)carbamate OC[C@@H](C)OC1=NC=C(C=N1)NC(O[C@H](C)[C@H](C)OC1=C(C=C2C(=N1)SC(=N2)C2=C1N=CC(=NC1=CC(=C2)C)OC)F)=O